sodium (Z)-1,4-diethoxy-1,4-dioxobut-2-en-2-ol C(C)OC(/C(=C/C(=O)OCC)/O)=O.[Na]